C(C1=CC=CC=C1)NC1=NC=CC(=C1)C1=CN(C2=NC=CC(=C21)OC2=CC=C1CCN(CC1=C2)C(=O)OC(C)(C)C)S(=O)(=O)C2=CC=C(C)C=C2 tert-Butyl 7-((3-(2-(benzylamino)pyridin-4-yl)-1-tosyl-1H-pyrrolo[2,3-b]pyridin-4-yl)oxy)-3,4-dihydroisoquinoline-2(1H)-carboxylate